FC([C@@H](C)N1N=C(C(=C1)[N+](=O)[O-])OC1COC1)F |r| rac-1-[2,2-difluoro-1-methyl-ethyl]-4-nitro-3-(oxetan-3-yloxy)-1H-pyrazole